F[C@H](CCCCN1C[C@@H]([C@H]([C@@H]([C@H](C1)O)O)O)O)COCC1=CC=C(C=C1)C (3S,4R,5R,6S)-1-{(5R)-5-fluoro-6-[(4-methylbenzyl)oxy]hexyl}-3,4,5,6-azepanetetrol